COC(=O)C1=CC=C2C(=N1)C1(CN2C2=CC(=C(C=C2)Cl)F)CCC1 1'-(4-chloro-3-fluorophenyl)-1',2'-dihydrospiro[cyclobutane-1,3'-pyrrolo[3,2-b]pyridine]-5'-carboxylic acid methyl ester